4-(2,5-dihydro-3-methoxyphenyl)butylamine COC=1CC(=CCC1)CCCCN